FC(C=1C=CC=C(C1)C(F)(F)F)(F)F 3,5-ditrifluoromethyl-benzene